manganese (Chloromethionat) S(=O)(=O)(CS(=O)(=O)[O-])Cl.[Mn+2].S(=O)(=O)(CS(=O)(=O)[O-])Cl